2-(2-fluorophenyl)-5-methyl-2,3-dihydro-1H-pyrazol-3-one FC1=C(C=CC=C1)N1NC(=CC1=O)C